2-tert-butyl-6-(cyclohexyloxy)-1,4-naphthoquinone C(C)(C)(C)C=1C(C2=CC=C(C=C2C(C1)=O)OC1CCCCC1)=O